NC1C(CCCC1)CN(C1CCCCC1)CC1C(CCCC1)N bis[(2-aminocyclohexyl)methyl]cyclohexylamine